C(C)(C)(C)C=1C=CC(=C(C1)NC(NC=1SC(=CN1)CCC1=CC(=NC=C1)NC(C)=O)=O)Cl N-[4-(2-{2-[3-(5-tert-Butyl-2-chloro-phenyl)-ureido]-thiazol-5-yl}-ethyl)-pyridin-2-yl]-acetamide